C(C)(C)NC(N(C)C1=CC=C(C=C1)CN1C2=NC(=NC=C2N(C1=O)C)C1=C(C=CC=C1)C(C)C)=O 3-isopropyl-1-(4-((2-(2-isopropylphenyl)-7-methyl-8-oxo-7,8-dihydro-9H-purin-9-yl)methyl)phenyl)-1-methylurea